2'-chloro-5'-methoxy-6-methyl-N-(6-phenyl-4,5,6,7-tetrahydrobenzo[d]thiazol-2-yl)-[4,4'-bipyridine]-3-carboxamide ClC1=NC=C(C(=C1)C1=C(C=NC(=C1)C)C(=O)NC=1SC2=C(N1)CCC(C2)C2=CC=CC=C2)OC